BrC=1C=C2CN(C(C2=C(C1)I)=O)C(C)(C)C 5-bromo-2-(tert-butyl)-7-iodoisoindolin-1-one